Cl.NCC(=O)NCC1=CC=CC=C1 2-amino-N-benzylacetamide HCl salt